C(C1=CC=CC=C1)O[C@@H]1[C@H](O[C@@H]([C@H]([C@@H]1OCC1=CC=CC=C1)OCC1=CC=CC=C1)COCC1=CC=CC=C1)CCC=O 3-(2,3,4,6-tetra-O-benzyl-α-D-mannopyranosyl)propanal